6-(3',4'-dimethoxybiphenyl-4-yl)methoxy-2-[2-(N,N-dimethylamino)ethyl]Tetrahydronaphthalene COC=1C=C(C=CC1OC)C1=CC=C(C=C1)COC=1C=C2CCC(CC2=CC1)CCN(C)C